C(#C)[C@H]1CN(CCO1)C(=O)OC(C)(C)C tert-butyl (2S)-2-ethynylmorpholine-4-carboxylate